1-{3-[(2-Fluoro-4-iodophenyl)amino]pyridin-4-yl}ethanone FC1=C(C=CC(=C1)I)NC=1C=NC=CC1C(C)=O